2-ethoxycarbonyl-1,4-dimethylpiperazine C(C)OC(=O)C1N(CCN(C1)C)C